FC(C1CCN(CC1)C=O)(F)F [4-(trifluoromethyl)piperidin-1-yl]methanone